C(C)(C)(C)OC(=O)N[C@H](C(=O)N[C@H](C(=O)OCC)CC(C)C)CC1=NC2=C(N1C)C=CC(=C2)[N+](=O)[O-] Ethyl (2S)-2-[[(2S)-2-(tert-butoxycarbonylamino)-3-(1-methyl-5-nitro-benzimidazol-2-yl)propanoyl]amino]-4-methyl-pentanoate